CC(=CCCC(C)C1OCC(O1)CCC(=O)C1=CC=CC=C1)C (±)-3-(2-(6-methylhept-5-en-2-yl)-1,3-dioxolan-4-yl)-1-phenylpropan-1-one